3-(benzyloxy)-2-methyl-1-(2-oxo-2-(p-tolyl)ethyl)pyridin-4(1H)-one C(C1=CC=CC=C1)OC1=C(N(C=CC1=O)CC(C1=CC=C(C=C1)C)=O)C